CN(C(CCCCCCCCC)CCCCCCCCCCC\C=C/C\C=C/CCCCC)C (22Z,25Z)-N,N-dimethylhentriaconta-22,25-diene-10-amine